C1(CCCCC1)C1=CC=C(C(=O)NC2=NC=CC=C2O)C=C1 4-cyclohexyl-N-(3-hydroxypyridin-2-yl)benzamide